[Si](C)(C)(C(C)(C)C)OC[C@@H](C1=C(C(=CC=C1)Cl)F)NC(CN[C@@H](CO[Si](C)(C)C(C)(C)C)C)=O N-((R)-2-(tert-butyldimethylsilyloxy)-1-(3-chloro-2-fluorophenyl)ethyl)-2-((R)-1-(tert-butyldimethylsilyloxy)propan-2-ylamino)acetamide